7-(2-(4-(2,4-difluorophenyl)piperazin-1-yl)ethoxy)-2-(furan-2-yl)pyrazolo[1,5-c]quinazolin-5-amine FC1=C(C=CC(=C1)F)N1CCN(CC1)CCOC1=CC=CC=2C=3N(C(=NC12)N)N=C(C3)C=3OC=CC3